4,4'-bis(α-hydroxyisopropyl)biphenyl OC(C)(C)C1=CC=C(C=C1)C1=CC=C(C=C1)C(C)(C)O